OC1=C(C=C2C=CN=C(C2=C1)OC[C@H]1NC(CC1)=O)C#N (S)-7-hydroxy-1-((5-oxopyrrolidin-2-yl)methoxy)isoquinoline-6-carbonitrile